N-(3-(8-Chloro-1-(2,6-dichloro-4-fluorophenyl)-2-methyl-4-oxo-1,4-dihydro-1,6-naphthyridin-5-yl)propyl)acetamide ClC=1C=NC(=C2C(C=C(N(C12)C1=C(C=C(C=C1Cl)F)Cl)C)=O)CCCNC(C)=O